4-(4-Methylpiperazin-1-yl)-N-[5-(4-pyridin-2-ylpiperazin-1-yl)pyridin-2-yl]benzamid CN1CCN(CC1)C1=CC=C(C(=O)NC2=NC=C(C=C2)N2CCN(CC2)C2=NC=CC=C2)C=C1